ClC1=C(C(=CC=C1)Cl)C(C)OC=1C(=NC=C(C1)Br)N 3-[1-(2,6-dichlorophenyl)ethoxy]-5-bromo-2-aminopyridine